4-((3,5-Bis(9,9-dimethyl-9H-fluoren-1-yl)phenyl)(quinolin-6-yl)amino)isophthalonitrile CC1(C2=CC=CC=C2C=2C=CC=C(C12)C=1C=C(C=C(C1)C1=CC=CC=2C3=CC=CC=C3C(C12)(C)C)N(C1=C(C=C(C#N)C=C1)C#N)C=1C=C2C=CC=NC2=CC1)C